FC1=C(OCC2=CC=C(C=C2)NC2C(NC(CC2)=O)=O)C(=CC=C1F)C=1N=C(SC1)N1CCOCC1 3-((4-((2,3-difluoro-6-(2-morpholinothiazol-4-yl)phenoxy)methyl)phenyl)amino)piperidine-2,6-dione